C1=CC(=CC(=C1)Br)Cl m-bromochlorobenzene